FC=1C=C2CCN(CC2=CC1)C1=CC(=C(C(=C1)C)NC(CC(C)(C)C)=O)C N-(4-(6-fluoro-3,4-dihydroisoquinolin-2(1H)-yl)-2,6-dimethylphenyl)-3,3-dimethylbutanamide